C(C)(C)(C)OC(NC1=CC=2C(=C3C(=NC2C=C1F)C1=CC2=C(C(N1C3)=O)COC([C@]2(O)CC)=O)CO)=O (S)-(4-ethyl-8-fluoro-4-hydroxy-11-(hydroxymethyl)-3,14-dioxo-3,4,12,14-tetrahydro-1H-pyrano[3',4':6,7]indolizino[1,2-b]quinolin-9-yl)carbamic acid tert-butyl ester